ClC1=CC(=C(C=C1)N1C(N(C(C1)C#N)C1=CN=CC2=CC=CC=C12)=O)OC 1-(4-chloro-2-methoxyphenyl)-3-(isoquinolin-4-yl)-2-oxoimidazolidine-4-carbonitrile